CN1C(=NC=C1C(=O)OCC)[N+](=O)[O-] ethyl 3-methyl-2-nitroimidazole-4-carboxylate